FC(C(=O)O)(F)F.ClCC(CO)N1N=CC(=C1)C=1C=CC2=CN(N=C2C1)C1CCC(CC1)CNC(C1=CC(=C(C(=C1)F)O)F)=O N-{[(1r,4r)-4-{6-[1-(1-chloro-3-hydroxypropan-2-yl)-1H-pyrazol-4-yl]-2H-indazol-2-yl}cyclohexyl]methyl}-3,5-difluoro-4-hydroxybenzamide, trifluoroacetate salt